FC1=CC=C(C=C1)C1=NC2=C(N1C1=NC(=NC=C1)N)CCCC2 4-(2-(4-fluorophenyl)-4,5,6,7-tetrahydro-1H-benzo[d]imidazol-1-yl)pyrimidin-2-amine